C(CCC)[Sn](C1=C(CCC2=CC=CC=C12)C(=O)OCC)(CCCC)CCCC Ethyl 1-(tributylstannyl)-3,4-dihydronaphthalene-2-carboxylate